FC1=C(CC2(N=C(C=3C(=N2)N(NC3)C3CCNCC3)NC=3SC(=CN3)C)N)C=CC(=C1)F 6-(2,4-difluorobenzyl)-N4-[5-methylthiazol-2-yl]-1-(piperidin-4-yl)-1H-pyrazolo[3,4-d]pyrimidine-4,6-diamine